CN(C(=O)N1C2CNCC1CC2)C N,N-dimethyl-3,8-diazabicyclo[3.2.1]octane-8-carboxamide